BrC(F)(F)P([O-])([O-])=O (Bromodifluoromethyl)phosphonate